1-(1-(1-((4-Fluoropiperidin-4-yl)methyl)piperidin-4-yl)-3,4-dimethyl-1H-indol-5-yl)dihydropyrimidine FC1(CCNCC1)CN1CCC(CC1)N1C=C(C2=C(C(=CC=C12)N1CNCC=C1)C)C